FC1=C(C=CC=C1)CCN1C(N(C(C2=C1SC(=C2C)C(=O)OCC)=O)CCO)=O ethyl 1-[2-(2-fluorophenyl) ethyl]-3-(2-hydroxyethyl)-5-methyl-2,4-dioxo-1H,2H,3H,4H-thieno[2,3-d]pyrimidine-6-carboxylate